N-(4-fluoro-2-methyl-2,7a-dihydro-1,3-benzooxazol-6-yl)-2-methyl-4-(piperazin-1-yl)-1-benzofuran-7-carboxamide FC1=CC(=CC2C1=NC(O2)C)NC(=O)C2=CC=C(C=1C=C(OC12)C)N1CCNCC1